(2,2,5,5-tetramethyl-2,5-dihydro-1H-pyrrol-1-yl)-3-(m-tolyloxy)propan-2-ol CC1(N(C(C=C1)(C)C)CC(COC=1C=C(C=CC1)C)O)C